CC1=NOC(=C1NC(=O)O[C@H](C)C1=CC=CC=C1)C1=CC=C(OC2CC(CCC2)C(=O)OCC)C=C1 Ethyl 3-(4-(3-methyl-4-((((R)-1-phenylethoxy)carbonyl)amino)isoxazol-5-yl) Phenoxy)cyclohexane-1-carboxylate